N-(2,6-dimethylphenyl)-2-(piperidin-1-yl)Butanamide CC1=C(C(=CC=C1)C)NC(C(CC)N1CCCCC1)=O